(2-Amino-6-bromo-3-((tetrahydrofuran-3-yl)amino)phenyl)methanol NC1=C(C(=CC=C1NC1COCC1)Br)CO